N-(5-((2-azaspiro[3.3]heptan-2-yl)methyl)pyridin-2-yl)-5-fluoro-4-(4-fluoro-1-isopropyl-2-methyl-1H-benzo[d]imidazol-6-yl)pyrimidin-2-amine C1N(CC12CCC2)CC=2C=CC(=NC2)NC2=NC=C(C(=N2)C=2C=C(C1=C(N(C(=N1)C)C(C)C)C2)F)F